4-cyclopentyl-2-(3-pyridinyl)pyrimidine-4,5-diamine C1(CCCC1)C1(NC(=NC=C1N)C=1C=NC=CC1)N